4-(6-(2,5-Difluorophenyl)-6-(1-methyl-2-oxo-1,2-dihydropyridin-3-yl)hexa-1,3-Diyn-1-yl)-3-methylpyrazolo[1,5-a]pyridine-5-carboxylic acid methyl ester COC(=O)C1=C(C=2N(C=C1)N=CC2C)C#CC#CCC(C=2C(N(C=CC2)C)=O)C2=C(C=CC(=C2)F)F